2-(difluoromethyl)-5-(4-((4-(isoindolin-4-yl)-1H-1,2,3-triazol-1-yl)methyl)phenyl)-1,3,4-oxadiazole FC(C=1OC(=NN1)C1=CC=C(C=C1)CN1N=NC(=C1)C1=C2CNCC2=CC=C1)F